bis(isopropyl-sec-butylamino)-methylsilane C(C)(C)N(C(C)CC)[SiH](C)N(C(C)C)C(C)CC